CC1(CN(CCC1)C(=O)N([C@H]1CNCCC1)C1=NC=CC2=CC=CC(=C12)C)C1=CC=CC=C1 3-methyl-N-(8-methylisoquinolin-1-yl)-3-phenyl-N-((R)-piperidin-3-yl)piperidine-1-carboxamide